ClC1=NC=C(C(=C1)C1=C(C=NC(=C1)C)C(=O)NC=1SC2=C(N1)CN(C2)C(=O)C2=NC(=CN=C2)OC)OC 2'-Chloro-5'-methoxy-N-(5-(6-methoxy-pyrazine-2-carbonyl)-5,6-dihydro-4H-pyrrolo[3,4-d]thiazol-2-yl)-6-methyl-[4,4'-bipyridine]-3-carboxamide